(N-[4-amino-5-(6-methylpyridine-3-carbonyl)thiazol-2-yl]-4-fluoro-anilino)propanamide NC=1N=C(SC1C(=O)C=1C=NC(=CC1)C)N(C1=CC=C(C=C1)F)C(C(=O)N)C